N1(N=CN=C1)CCNC=1C(=NC(=CC1)Cl)C1=CC=CC=C1 N-(2-(1H-1,2,4-triazol-1-yl)ethyl)-6-chloro-2-phenylpyridin-3-amine